4-vinylphenyloxy-dimethylethylsilane C(=C)C1=CC=C(C=C1)O[Si](CC)(C)C